ClC=1C=C2C=NN(C2=CC1N1CCN(CC1)C1(COC1)C)C=1C=NN(C1)C1=NC=C(C(=N1)C(F)F)F 5-chloro-1-(1-(4-(difluoromethyl)-5-fluoropyrimidin-2-yl)-1H-pyrazol-4-yl)-6-(4-(3-methyloxetan-3-yl)piperazin-1-yl)-1H-indazole